FC(C)(F)C1=NC(=CC(=N1)NC1=CC(=NC=C1OCC)NC(C)=O)C=1C=NC=CC1 N-(4-((2-(1,1-difluoroethyl)-6-(pyridin-3-yl)pyrimidin-4-yl)amino)-5-ethoxypyridin-2-yl)acetamide